The molecule is an L-alpha-amino acid zwitterion formed from S-(5-histidyl)cysteine sulfoxide by transfer of protons from the two carboxy to the two amino grousp; major species at pH 7.3. It derives from a L-histidine zwitterion and a L-cysteine zwitterion. It is a tautomer of a S-(5-histidyl)cysteine sulfoxide. C1=NC(=C(N1)C[C@@H](C(=O)[O-])[NH3+])S(=O)C[C@@H](C(=O)[O-])[NH3+]